7-bromo-2-(2,6-dimethylphenyl)furo[2,3-c]pyridine BrC=1N=CC=C2C1OC(=C2)C2=C(C=CC=C2C)C